FC(C1=NN=C(S1)C1=NC=C2N1C=C(C=C2N2C[C@@H](OC[C@@H]2C)CO)S(=O)(=O)NC2(COC2)C)F 3-(5-(difluoromethyl)-1,3,4-thiadiazol-2-yl)-8-((2R,5S)-2-(hydroxymethyl)-5-methylmorpholino)-N-(3-methyloxetan-3-yl)imidazo[1,5-a]pyridine-6-sulfonamide